NC1=NC=CC=C1[C@@H](C)NC(=O)C1=CC2=CC=CC(=C2C=C1)OC1=CC=C(C=C1)C(F)(F)F (R)-N-(1-(2-aminopyridin-3-yl)ethyl)-5-(4-(trifluoromethyl)phenoxy)-2-naphthamide